C1(=CC=C(C=C1)C(COCCOCCOCCOC)(C)O)C(COCCOCCOCCOC)(C)O 13,13'-(1,4-phenylene)bis(2,5,8,11-tetraoxatetradecan-13-ol)